2-methyl-4,6-bis(methylthio)-1,5-phenylenediamine CC1=C(C(=C(C(=C1)SC)N)SC)N